N-methyl-2-(methylamino)acetamide CNC(CNC)=O